FC([C@H]1CC=2C=3C(=N[C@H](C4=NC(=NN4C3SC2C1)C)C)C1=C(C=CC=C1F)F)F (-)-(7S,13S)-13-(difluoromethyl)-9-(2,6-difluorophenyl)-4,7-dimethyl-16-thia-2,3,5,8-tetraazatetracyclo[8.6.0.02,6.011,15]Hexadeca-1(10),3,5,8,11(15)-pentaene